C(C)(C)C1=NN2C(N(N=C(C2=C1)C(C)C)CC(=O)N[C@H]1CN(CCC1)CC)=O (R)-2-(2,4-diisopropyl-7-oxopyrazolo[1,5-d][1,2,4]triazin-6(7H)-yl)-N-(1-ethylpiperidin-3-yl)acetamide